tert-butyl 4-(3-oxopropyl)piperidine-1-carboxylate O=CCCC1CCN(CC1)C(=O)OC(C)(C)C